NC1=CC(=NC=C1)C(=O)OC methyl 4-amino-2-picolinate